COC(C(N1C(NCC1=O)=O)C1=CC(=C(C=C1)F)F)=O 2-(3,4-difluorophenyl)-2-(2,5-dioxoimidazolidin-1-yl)acetic acid methyl ester